2-[3-cyclobutyl-5-(4-fluorophenyl)imidazol-4-yl]-N-[2-fluoro-4-[1-(trideuteriomethyl)azetidin-3-yl]phenyl]-1H-imidazole-4-carboxamide C1(CCC1)N1C=NC(=C1C=1NC=C(N1)C(=O)NC1=C(C=C(C=C1)C1CN(C1)C([2H])([2H])[2H])F)C1=CC=C(C=C1)F